N1(C=NC=C1)C=1C=C(C=C(C1)C1=C(C=C(C=C1C)C)C)O 5-(1H-imidazol-1-yl)-2',4',6'-trimethyl-[1,1'-biphenyl]-3-ol